5-(2,5-dimethylphenyl)-1,3,3,5,7-pentamethyloctahydrobenzo[c]isoxazole CC1=C(C=C(C=C1)C)C1(CC2C(N(OC2(C)C)C)C(C1)C)C